OC[C@H](CB(OB(O)C[C@@H](CO)C=1C=NC=C(C1)C1=CC(=C(C=C1)OC)OCCC)O)C=1C=NC=C(C1)C1=CC(=C(C=C1)OC)OCCC bis((R)-3-hydroxy-2-(5-(4-methoxy-3-propoxyphenyl)pyridin-3-yl)propyl)diboronic acid